(E)-3-(2-methyl-3-oxo-3-(3,4,5-trimethoxyphenyl)prop-1-en-1-yl)-1H-indole-6-carboxylic acid methyl ester COC(=O)C1=CC=C2C(=CNC2=C1)\C=C(\C(C1=CC(=C(C(=C1)OC)OC)OC)=O)/C